2-(azetidin-3-yl)ethane-1-ol hydrochloride Cl.N1CC(C1)CCO